N1(C=NC=C1)C=1N=C(C=2C(N1)=CN(N2)CC2=CC=C(C=C2)OC)C#N 5-(1H-imidazol-1-yl)-2-(4-methoxybenzyl)-2H-pyrazolo[4,3-d]pyrimidine-7-carbonitrile